3'-Desoxy-3'-fluoro-4'-vinylcytidin-5'-{N,N'-bis[(S)-1-(2,2-dimethylpropoxycarbonyl) ethyl]phosphordiamidat} CC(COC(=O)[C@H](C)NP(=O)(N[C@@H](C)C(=O)OCC(C)(C)C)OC[C@@]1([C@H]([C@H]([C@@H](O1)N1C(=O)N=C(N)C=C1)O)F)C=C)(C)C